1-(4-(5'-(4-(tert-butyl)piperazin-1-yl)-6-fluoro-3-hydroxy-6'-methoxy-[2,3'-bipyridin]-4-yl)-2-chlorophenyl)-3-methyl-1H-imidazol-2(3H)-one C(C)(C)(C)N1CCN(CC1)C=1C=C(C=NC1OC)C1=NC(=CC(=C1O)C1=CC(=C(C=C1)N1C(N(C=C1)C)=O)Cl)F